FC[C@@H]1N[C@H](CNC1)C |r| rac-(2R,6S)-2-(fluoromethyl)-6-methylpiperazine